Ethyl (1R,2S,3S,4R)-3-((2-chloro-6-(trifluoromethyl)pyrrolo[2,1-f][1,2,4]triazin-4-yl)amino)bicyclo[2.2.2]octane-2-carboxylate ClC1=NN2C(C(=N1)N[C@@H]1[C@H](C3CCC1CC3)C(=O)OCC)=CC(=C2)C(F)(F)F